1-(4-sulfophenyl)-2-pyrazoline S(=O)(=O)(O)C1=CC=C(C=C1)N1N=CCC1